(1-(4-chloro-3-fluorophenyl)-3,3-dimethyl-2,3-dihydro-1H-pyrrolo[3,2-b]pyridin-5-yl)(2,2-dimethylpiperazin-1-yl)methanone hydrochloride Cl.ClC1=C(C=C(C=C1)N1CC(C2=NC(=CC=C21)C(=O)N2C(CNCC2)(C)C)(C)C)F